C(C)OC1=CC(=NC=C1)C=1N=C(C2=C(N1)CCC2)N(CC(=O)NC=2C=NC(=CC2)OC)C 2-{[2-(4-ethoxypyridin-2-yl)-5H,6H,7H-cyclopenta[d]pyrimidin-4-yl](methyl)amino}-N-(6-methoxypyridin-3-yl)acetamide